5-(3-(2-(2-Aminoethoxy)ethoxy)propanamido)-N-(5-methylpyridin-2-yl)quinoline-6-carboxamide NCCOCCOCCC(=O)NC1=C2C=CC=NC2=CC=C1C(=O)NC1=NC=C(C=C1)C